N-{3-[7-amino-2-(2-cyano-2-ethylideneethyl)-1-oxo-2,3-dihydro-1H-isoindol-4-yl]phenyl}acetamide NC=1C=CC(=C2CN(C(C12)=O)CC(=CC)C#N)C=1C=C(C=CC1)NC(C)=O